Ethyl methylenecyclohex-2-ene-1-carboxylate C=C1C=CC(CC1)C(=O)OCC